pyrrole-2,3-dicarboxylate N1C(=C(C=C1)C(=O)[O-])C(=O)[O-]